N-((R)-3,3-difluoro-1-(methyl-d3)piperidin-4-yl)-4-methoxy-5-(1-((S)-1,1,1-trifluoropropan-2-yl)-1H-benzo[d][1,2,3]triazol-6-yl)pyrrolo[2,1-f][1,2,4]triazin-2-amine FC1(CN(CC[C@H]1NC1=NN2C(C(=N1)OC)=C(C=C2)C=2C=CC1=C(N(N=N1)[C@H](C(F)(F)F)C)C2)C([2H])([2H])[2H])F